O=C1N(CC2=CC(=CC=C12)C1=NN(C(=C1)C(F)(F)F)C1OCCCC1)N1C(CCCC1=O)=O (1-oxo-5-(1-(tetrahydro-2H-pyran-2-yl)-5-(trifluoromethyl)-1H-pyrazol-3-yl)isoindolin-2-yl)piperidine-2,6-dione